4-(5-carbamoyl-6-(4-phenoxyphenyl)pyridin-2-yl)-3,3-difluoropiperidine-1-carboxylic acid tert-butyl ester C(C)(C)(C)OC(=O)N1CC(C(CC1)C1=NC(=C(C=C1)C(N)=O)C1=CC=C(C=C1)OC1=CC=CC=C1)(F)F